(6-(4-((4-(2-(2,6-dioxopiperidin-3-yl)-1,3-dioxoisoindolin-5-yl)piperazin-1-yl)methyl)piperidin-1-yl)pyridin-3-yl)-2,5-dimethylpiperazine-1-carboxamide O=C1NC(CCC1N1C(C2=CC=C(C=C2C1=O)N1CCN(CC1)CC1CCN(CC1)C1=CC=C(C=N1)C1(N(CC(NC1)C)C(=O)N)C)=O)=O